1-(cyclopropanesulfonyl)-6'-methyl-2'-(quinolin-3-yl)-5',6'-dihydrospiro[azetidine-3,4'-pyrrolo[1,2-b]pyrazole] C1(CC1)S(=O)(=O)N1CC2(CC(N3N=C(C=C32)C=3C=NC2=CC=CC=C2C3)C)C1